4-(6-fluoro-2-oxo-2,3-dihydro-1H-1,3-benzodiazol-1-yl)cyclohexane-1-carboxylic acid FC=1C=CC2=C(N(C(N2)=O)C2CCC(CC2)C(=O)O)C1